N-hydroxycyclopropanecarboximidamide ONC(=N)C1CC1